7-(6-(1H-1,2,4-triazol-3-yl)pyridin-3-yl)-1-((trans-4-methoxycyclohexyl)methyl)-3,4-dihydropyrazino[2,3-b]pyrazin-2(1H)-one N1N=C(N=C1)C1=CC=C(C=N1)C1=CN=C2C(=N1)N(C(CN2)=O)C[C@@H]2CC[C@H](CC2)OC